methyl 2-(difluoromethylene)tetrahydro-1H-pyrrolizin-7a(5H)-carboxylate FC(=C1CC2(CCCN2C1)C(=O)OC)F